(4,5-dihydroxy-9,10-dioxo-9,10-dihydroanthracene-2-carbonyl)aspartic acid diethyl ester C(C)OC([C@@H](NC(=O)C1=CC=2C(C3=CC=CC(=C3C(C2C(=C1)O)=O)O)=O)CC(=O)OCC)=O